C(C)S(=O)(=O)C1=C(N=C2N1C=CC(=C2)C(F)(F)F)C(=O)O 3-ethylsulfonyl-7-(trifluoromethyl)imidazo[1,2-a]pyridine-2-carboxylic acid